C(C)(C)N1C(N(C(C(=C1)C(=O)NC1=CC(=C(C=C1)OC1=C(C(=NC=2N1N=CC2)C)C)F)=O)C2=CC=C(C=C2)F)=O 1-isopropyl-3-(4-fluorophenyl)-N-(3-fluoro-4-((5,6-dimethylpyrazolo[1,5-a]pyrimidine-7-yl)oxy)phenyl)-2,4-dioxo-1,2,3,4-tetrahydropyrimidine-5-carboxamide